OCCNCCCCCN N-hydroxyethyl-1,5-pentanediamine